1-hydroxycyclohexyl-benzophenone OC1(CCCCC1)C1=C(C(=O)C2=CC=CC=C2)C=CC=C1